CN1N=C(C2=CC=C(C=C12)N1[C@@H](CN(CC1)CC(OC)OC)C)C1C(NC(CC1)=O)=O 3-[1-methyl-6-[(2R)-4-(2,2-dimethoxyethyl)-2-methyl-piperazin-1-yl]indazol-3-yl]piperidine-2,6-dione